C(C1C(C(C(O1)O)O)O)O pentofuranose